2-oxo-chromene-3-carboxylic acid O=C1OC2=CC=CC=C2C=C1C(=O)O